1-(3-(Chloromethyl)pyridin-2-yl)dihydropyrimidine-2,4(1H,3H)-dione ClCC=1C(=NC=CC1)N1C(NC(CC1)=O)=O